C12(CC3CC(CC(C1)C3)C2)C=O adamantaneformaldehyde